(R)-tert-butyl (1-(1-Azaspiro[3.3]heptan-1-yl)propan-2-yl)carbamate N1(CCC12CCC2)C[C@@H](C)NC(OC(C)(C)C)=O